C(C)(C)(C)OC(=O)N1C[C@H]([C@@H](CC1)NC(=O)C1=NOC(=C1)C1=C(C=C(C=C1)F)F)C(NC(C)C1=NC=CC=C1)=O |r| rac-(3R*,4R*)-4-{[5-(2,4-Difluoro-phenyl)-isoxazole-3-carbonyl]-amino}-3-(1-pyridin-2-yl-ethylcarbamoyl)-piperidine-1-carboxylic Acid Tert-Butyl Ester